3-(cyanomethyl)-3-methyl-N-{cis-3-[methyl-(7H-pyrrolo[2,3-d]pyrimidin-4-yl)amino]cyclobutyl}-cyclobutanesulfonamide C(#N)CC1(CC(C1)S(=O)(=O)N[C@@H]1C[C@@H](C1)N(C=1C2=C(N=CN1)NC=C2)C)C